NC1=NC=2C=CC(=CC2C2=C1COC2)C(=O)N2C(COCC2)C2=NC=CC=N2 (4-amino-1,3-dihydrofuro[3,4-c]quinolin-8-yl)(3-(pyrimidin-2-yl)morpholino)methanone